C(C)(C)(C)OC(C1=CC=C(C=C1)CNC(CN1N=C(C(=C1)C1=CC=NC2=CC=CC=C12)C1=NC=CC=C1)=O)=O 4-((2-(3-(pyridin-2-yl)-4-(quinolin-4-yl)-1H-pyrazol-1-yl)acetamido)methyl)benzoic acid tert-butyl ester